C[SiH](C1=C(C=CC=C1)C(=C)C1=CC=CC=C1)C 1-[2-(dimethylsilyl)phenyl]-1-phenylethene